CC(CC#CC=1C=C(C=CC1)S(=O)(=O)C1=C(N=NN1)C(=O)OCC)C ethyl 5-(3-(4-methylpent-1-ynyl) phenylsulfonyl)-1H-1,2,3-triazole-4-carboxylate